4,4'-diamino-(1,1'-biphenyl)diol C1=CC(=CC=C1C2=C(C(=C(C=C2)N)O)O)N